methyl (Z)-5-(N'-hydroxycarbamimidoyl)-2-(trifluoromethyl)benzoate O\N=C(/N)\C=1C=CC(=C(C(=O)OC)C1)C(F)(F)F